BrC1=CC(=NC=C1)NC(CCN1CCN(CCC1)C)=O N-(4-bromopyridin-2-yl)-3-(4-methyl-1,4-diazepan-1-yl)propanamide